3,6-diphenylfluorene C1(=CC=CC=C1)C=1C=CC=2CC3=CC=C(C=C3C2C1)C1=CC=CC=C1